tert-butyl 3,3-dimethyl-4-(pyrazolo[1,5-a]pyridine-5-carbonyl)piperazine-1-carboxylate CC1(CN(CCN1C(=O)C1=CC=2N(C=C1)N=CC2)C(=O)OC(C)(C)C)C